N-(4-(1,1,1,3,3,3-hexafluoro-2-hydroxypropan-2-yl)phenyl)nicotinamide FC(C(C(F)(F)F)(O)C1=CC=C(C=C1)NC(C1=CN=CC=C1)=O)(F)F